FC(C1=CN(C(=C1C1=CC=CC=C1)F)C1=CC=C(N)C=C1)F 4-(3-difluoromethyl-5-fluoro-4-phenyl-1H-pyrrol-1-yl)aniline